R-N,N-dimethylferrocenylethylamine CN(C)CC[C-]1C=CC=C1.[CH-]1C=CC=C1.[Fe+2]